7,9-difluoro-8-(1H-indol-4-yl)-1,4,4-trimethyl-5H-pyrrolo[1,2-a]quinoxaline FC=1C=C2NC(C=3N(C2=C(C1C1=C2C=CNC2=CC=C1)F)C(=CC3)C)(C)C